3-[(5-bromo-2-pyridinyl)oxy]cyclobutanol BrC=1C=CC(=NC1)OC1CC(C1)O